CNC(C1=NC=C(C=C1)N1[C@@H]2CC[C@@H]2N(CC1)CC=1C=NC=2C=C(C(NC2C1)=O)C(F)(F)F)=O cis-N-methyl-5-(5-((6-oxo-7-(trifluoromethyl)-5,6-dihydro-1,5-naphthyridin-3-yl)methyl)-2,5-diazabicyclo[4.2.0]octan-2-yl)picolinamide